C(C)(C)N(C1=CC2=C(C(=N1)CNC)CN(C2)C2=NC(=CC=C2)C2=NN=C1N2[C@H](CCC1)C)C (S)-6-(isopropyl(methyl)amino)-2-(6-(5-methyl-5,6,7,8-tetrahydro-[1,2,4]triazolo[4,3-a]pyridin-3-yl)pyridin-2-yl)-4-((methylamino)methyl)-2,3-dihydro-1H-pyrrolo[3,4-c]pyridine